OCCSC1=CC=C2CN(C(C2=C1)=O)C1C(NC(CC1)=O)=O 3-[6-(2-hydroxyethylsulfanyl)-1-oxo-isoindolin-2-yl]piperidine-2,6-dione